NC=1C=2N(C=CN1)C(=NC2C2=CC=C(C(=O)NC1=NC=CC=C1)C=C2)[C@H]2N(CCC2)CCCCCCCCCCNC2=C1C(N(C(C1=CC=C2)=O)C2C(NC(CC2)=O)=O)=O 4-(8-Amino-3-((2S)-1-(10-((2-(2,6-dioxopiperidin-3-yl)-1,3-dioxoisoindoline-4-yl)amino)decyl)pyrrolidin-2-yl)imidazo[1,5-a]pyrazin-1-yl)-N-(pyridin-2-yl)benzamide